Benzyl (R)-5-ethoxy-6-methyl-3,6-dihydropyrazine-1(2H)-carboxylate C(C)OC1=NCCN([C@@H]1C)C(=O)OCC1=CC=CC=C1